dimethylfluoroethane CC(C)(F)C